O[C@H]1C[C@@H](CC1)NC1=NC=C2N=C(N(C2=N1)C1CCC(CC1)C(=O)N)NC1=C(C(=CC=C1F)F)F (1S,4s)-4-(2-((1R,3R)-3-hydroxycyclopentylamino)-8-(2,3,6-trifluorophenylamino)-9H-purin-9-yl)cyclohexanecarboxamide